C(CCCCCCCCCC)OC1=C(COC2=C(SC=C2)C(=O)NC=2C=NC=CC2)C=CC=C1 (2-(undecanyloxy)benzyloxy)-N-(pyridin-3-yl)thiophene-2-carboxamide